FC1=C(C(=CC=C1)F)CN1C=NN(C1=O)C1=CC=C(OC2=C(N=C(S2)C=2CN(CC2)C(=O)OCCCC)C)C=C1 butyl 3-[5-[4-[4-[(2,6-difluorophenyl) methyl]-5-oxo-1,2,4-triazol-1-yl] phenoxy]-4-methyl-thiazol-2-yl]-2,5-dihydropyrrole-1-carboxylate